tert-butyl-5-(3-hydroxycyclopentyl)-3-isopropyl-1H-pyrrolo[3,2-b]pyridine-1-carboxylate C(C)(C)(C)OC(=O)N1C=C(C2=NC(=CC=C21)C2CC(CC2)O)C(C)C